Lithium borat B([O-])([O-])[O-].[Li+].[Li+].[Li+]